C[C@@]12CC(=O)N[C@@]13C[C@H]4[C@H]([C@](C(=N4)C[C@@H]5[C@H]([C@@H]6CCC(=O)/C(=C/7\\[C@H]([C@@H](/C(=C/C(=N3)[C@H]2CCC(=O)[O-])/[N-]7)CC(=O)[O-])CCC(=O)[O-])/C6=N5)CC(=O)[O-])(C)CC(=O)N)CCC(=O)[O-].[Ni] The molecule is the penta-anion resulting from the removal of a proton from each of the carboxylic acid groups of coenzyme F430. The major species at pH 7.3. It has a role as a cofactor. It is a conjugate base of a coenzyme F430.